FC1=C(C=CC=C1CC1N([C@@H](CC12NC(COC2)=O)C)C(=O)OCC2=CC=CC=C2)C2=C(C=CC=C2)O Benzyl (3R)-1-({2-fluoro-2'-hydroxy-[1,1'-biphenyl]-3-yl}methyl)-3-methyl-7-oxo-9-oxa-2,6-diazaspiro[4.5]decane-2-carboxylate